N[C@@](C(=O)OC(C)(C)C)(C)C1=C(C=C(C(=C1)C)F)[N+](=O)[O-] tert-Butyl (S)-2-amino-2-(4-fluoro-5-methyl-2-nitrophenyl)propanoate